C1(=CC=C(C=C1)S(=O)(=O)Cl)C1=CC=C(C=C1)C1=CC=C(C=C1)S(=O)(=O)Cl 1,1':4',1''-terphenyl-4,4''-disulfonyl chloride